4-([2,2'-bipyridyl]-4-yl)butanoic acid N1=C(C=C(C=C1)CCCC(=O)O)C1=NC=CC=C1